OC(C=CC=CCC=CCC=CCC=CCCCCCCCCCCCCCCC(=O)[O-])CC=CCC 29-hydroxytetratriaconta-16,19,22,25,27,31-hexaenoate